NC(C(C1=CC=CC=C1)SC1=C(C(=C(C(=N1)N1CCC(CC1)NCCCCCC(=O)O)C#N)CC)C#N)=O 6-((1-(6-((2-Amino-2-oxo-1-phenylethyl)thio)-3,5-dicyano-4-ethylpyridin-2-yl)piperidin-4-yl)amino)hexanoic acid